octylsilantriol C(CCCCCCC)[Si](O)(O)O